ClC=1C=C(C=CC1F)NC1=NC=NC2=CC(=C(C=C12)O[C@@H]1CC[C@H](CC1)N(C)S(=O)(=O)C)OC 4-[(3-chloro-4-fluorophenyl)amino]-6-[trans-4-(N-methanesulfonyl-N-methyl-amino)-cyclohexan-1-yloxy]-7-methoxy-quinazoline